(S)-(6-(3-methyl-1H-pyrrolo[2,3-b]pyridin-5-yl)-8-(pyrrolidin-2-yl)-3,4-dihydroisoQuinolin-2(1H)-yl)(pyrimidin-4-yl)methanone CC1=CNC2=NC=C(C=C21)C=2C=C1CCN(CC1=C(C2)[C@H]2NCCC2)C(=O)C2=NC=NC=C2